C(C)(C)(C)OC(=O)N1C(CC1)N1N=C(C=2C1=CN=C(C2)Cl)C(C)(O)C2CC2 (5-chloro-3-(1-cyclopropyl-1-hydroxyethyl)-1H-pyrazolo[3,4-c]pyridin-1-yl)azetidine-1-carboxylic acid tert-butyl ester